C(C)N(C=1C=CC=2C(N(C(C3=CC=CC1C23)=O)C(CCCCCCCCCCC)CCCCCCCCCCC)=O)CC 6-(diethylamino)-2-(tricosan-12-yl)-1H-benzo[de]isoquinoline-1,3(2H)-dione